Tert-butyl 2-(4-cyclobutyl-2-(2-isopropylphenyl)-6-oxopiperazin-1-yl)-7-azaspiro[3.5]Nonane-7-carboxylate C1(CCC1)N1CC(N(C(C1)=O)C1CC2(C1)CCN(CC2)C(=O)OC(C)(C)C)C2=C(C=CC=C2)C(C)C